COC(C1=NC=CC(=C1)NC(=O)[C@@H]1O[C@](C[C@H]1C1=C(C(=C(C=C1)F)C)OC)(C(F)(F)F)C)=O |r| rac-4-((2r,3s,5r)-3-(4-fluoro-2-methoxy-3-methylphenyl)-5-methyl-5-(trifluoromethyl)tetrahydrofuran-2-carboxamido)picolinic acid methyl ester